FC=1C=2N(C=C(C1)NC(=O)C=1C=3N=CC=NC3C(=CC1)N1C[C@H](N([C@H](C1)C)O)C)C=C(N2)C N-(8-fluoro-2-methyl-imidazo[1,2-a]pyridin-6-yl)-8-[(3R,5S)-4-hydroxy-3,5-dimethyl-piperazin-1-yl]quinoxaline-5-carboxamide